C(C)OC=1N=CC=2N=C(NC(C2N1)=O)C 6-ethoxy-2-methylpyrimidino[5,4-d]pyrimidin-4(3H)-one